2-hydroxy-2-(4-nitrophenyl)acetonitrile OC(C#N)C1=CC=C(C=C1)[N+](=O)[O-]